N-{7-[5-amino-4-({[(pyridin-3-yl)carbamoyl]methyl}carbamoyl)pyrimidin-2-yl]naphthalen-1-yl}prop-2-enamide NC=1C(=NC(=NC1)C1=CC=C2C=CC=C(C2=C1)NC(C=C)=O)C(NCC(NC=1C=NC=CC1)=O)=O